FC1=CC(=CC(=N1)NC(=S)NC(OCC)=O)I O-ethyl N-((6-fluoro-4-iodopyridin-2-yl)carbamothioyl)carbamate